2-(3-allyl-2-hydroxy-5-methylphenyl)-2H-benzotriazole C(C=C)C=1C(=C(C=C(C1)C)N1N=C2C(=N1)C=CC=C2)O